N-Boc-1,2,5,6-tetrahydropyridine-3-boronic acid pinacol ester C(=O)(OC(C)(C)C)N1CC(=CCC1)B1OC(C)(C)C(C)(C)O1